COCCNC(=O)C1=CC=C(C=C1)NC2=NC=C3C=C(C=CC3=N2)C4=CC=NC=C4 The molecule is a member of the class of quinazolines that is quinazoline which is substituted by a {4-[(2-methoxyethyl)carbamoyl]phenyl}nitrilo group and a pyridin-4-yl group at positions 2 and 6, respectively. It is a B-Raf and MKNK2 kinase inhibitor. It has a role as a B-Raf inhibitor, an antineoplastic agent and an EC 2.7.11.1 (non-specific serine/threonine protein kinase) inhibitor. It is a member of quinazolines, a member of pyridines, a secondary amino compound, a member of benzamides and an ether.